ClC=1N=NC(=C(N1)N1CCCC1)Cl 1-(3,6-dichloro-1,2,4-triazin-5-yl)pyrrolidin